(S)-N-((S)-1-(6-Chloro-1-(cis-3-(methylsulfonyl)cyclobutoxy)-2,7-naphthyridin-4-yl)butyl)-2-methylpropane-2-sulfinamide ClC=1C=C2C(=CN=C(C2=CN1)O[C@@H]1C[C@@H](C1)S(=O)(=O)C)[C@H](CCC)N[S@@](=O)C(C)(C)C